FC=1C=C(C=CC1OC)N1CC(C1)C=O 1-(3-fluoro-4-methoxyphenyl)azetidine-3-carbaldehyde